1-(3-(7-(difluoromethyl)-6-ethynyl-3,4-dihydroquinolin-1(2H)-yl)-1-(tetrahydro-2H-pyran-4-yl)-1,4,6,7-tetrahydro-5H-pyrazolo[4,3-c]pyridin-5-yl)ethan-1-one FC(C1=C(C=C2CCCN(C2=C1)C1=NN(C2=C1CN(CC2)C(C)=O)C2CCOCC2)C#C)F